5-(((6-fluoropyridin-3-yl)amino)methylene)-2,2-dimethyl-1,3-dioxane-4,6-dione FC1=CC=C(C=N1)NC=C1C(OC(OC1=O)(C)C)=O